2-Chloro-5-{[(2,2-dimethylpropanoyl)amino]methyl}-N-[1-(1,3-thiazol-2-yl)-1H-indazol-4-yl]Benzamide ClC1=C(C(=O)NC2=C3C=NN(C3=CC=C2)C=2SC=CN2)C=C(C=C1)CNC(C(C)(C)C)=O